NC1=NC(=CC=C1NC(OCC)=O)NCC1=CC=C(C=C1)F Ethyl (2-amino-6-((4-fluorobenzyl)amino)pyridin-3-yl)carbamate